3-[2-(5,6,7,8-Tetrahydroimidazo[1,5-a]pyrazin-3-yl)ethynyl]benzonitrile C=1N=C(N2C1CNCC2)C#CC=2C=C(C#N)C=CC2